N1C=NC2=C1C=CC(=C2)N2C(NC(C2C2=CC=C(C=C2)C2=CC=CC=C2)=O)=O.[Ar].[K] Potassium Argon 1-(1H-Benzimidazol-5-yl)-5-(1,1'-biphenyl-4-yl)imidazolidin-2,4-dion